COC=1C(C=2C=CC(=C3C=CC=C(C1)C23)C2=CC(=C(C(=C2)OC)OC)OC)=O 2-Methoxy-7-(3,4,5-trimethoxyphenyl)-1H-phenalen-1-one